(2R,3R,4S,5R,6R)-3,4,6-trihydroxy-5-sulfooxyoxane-2-carboxylic acid O[C@H]1[C@@H](O[C@H]([C@@H]([C@H]1O)OS(=O)(=O)O)O)C(=O)O